N1CCC(CC1)OC1CCC(CC1)O 4-(4-piperidyloxy)cyclohexanol